ethyl 6-isopropyl-2-methoxy-3-(3-methoxypropoxy)-6-methyl-10-oxo-5,10,11,11a-tetrahydro-6H-pyrido[1,2-h][1,7]naphthyridine-9-carboxylate C(C)(C)C1(CC=2C=C(C(=NC2C2N1C=C(C(C2)=O)C(=O)OCC)OC)OCCCOC)C